CC1=CSC=2N=C(N=C(C21)NC2(CC2)C)NC2=CC=C(C=C2)N2CCC(CC2)N2CCN(CC2)C 5-methyl-N4-(1-methylcyclopropyl)-N2-(4-(4-(4-methylpiperazin-1-yl)piperidin-1-yl)phenyl)Thieno[2,3-d]pyrimidine-2,4-diamine